3-butyl-3-ethyl-2-(4-methoxybenzyl)-7-(methylthio)-1,1-dioxido-5-phenyl-2,3,4,5-tetrahydro-1,2,5-benzothiadiazepin-8-yl trifluoromethanesulfonate FC(S(=O)(=O)OC1=CC2=C(N(CC(N(S2(=O)=O)CC2=CC=C(C=C2)OC)(CC)CCCC)C2=CC=CC=C2)C=C1SC)(F)F